CC1(CN(C1)CC(=O)NC=1N=CC2=CC=C(C=C2C1)C=1N=NN(C1)C)C 2-(3,3-dimethylazetidin-1-yl)-N-(6-(1-methyl-1H-1,2,3-triazol-4-yl)isoquinolin-3-yl)acetamide